α-cyano-β-methyl-p-methoxycinnamate C(#N)C(C(=O)[O-])=C(C1=CC=C(C=C1)OC)C